C(CCN(CCC(=O)OCCO)CCC(=O)OCCO)N(CCC(=O)OCCO)CCC(=O)OCCO tetrakis(2-hydroxyethyl) 3,3',3'',3'''-(propane-1,3-diylbis(azanetriyl))tetrapropionate